C1(CC1)C=1N=CN(C1)C1=C(C=CC2=C1C=C(O2)C(=O)OCC)F Ethyl 4-(4-cyclopropyl-1H-imidazol-1-yl)-5-fluorobenzofuran-2-carboxylate